2-amino-3-(7-isopropylthieno[3,2-b]pyridine-2-carboxamido)propanoic acid NC(C(=O)O)CNC(=O)C1=CC2=NC=CC(=C2S1)C(C)C